(S)-6-(2-(trifluoromethyl)pyrrolidin-1-yl)quinoline-4-carboxylic acid methyl ester COC(=O)C1=CC=NC2=CC=C(C=C12)N1[C@@H](CCC1)C(F)(F)F